CC1=NC=C(C=N1)NC(O[C@H](C)[C@H](C)OC1=CC2=C(N=C(S2)C=2C=C(C=C3C=C(C=NC23)OC)Cl)C=C1F)=O (2R,3S)-3-((2-(6-chloro-3-methoxyquinolin-8-yl)-5-fluorobenzo[d]thiazol-6-yl)oxy)butan-2-yl (2-methylpyrimidin-5-yl)carbamate